7-(9-((1R,5S)-3,8-diazabicyclo[3.2.1]octan-3-yl)-7-(((2R,7aS)-2-fluorotetrahydro-1H-pyrrolizin-7a(5H)-yl)methoxy)furo[2,3-f]quinazolin-4-yl)-1-methyl-2,3-dihydro-1H-inden-5-ol [C@H]12CN(C[C@H](CC1)N2)C2=NC(=NC1=CC(=C3C(=C21)OC=C3)C=3C=C(C=C2CCC(C32)C)O)OC[C@]32CCCN2C[C@@H](C3)F